C(C1=CC=CC=C1)(C1=CC=CC=C1)(C1=CC=CC=C1)N1N=C(N=N1)COCC1=CC=2N(C=C1)C(=CN2)C(=O)OCC ethyl 7-(((2-trityl-2H-tetrazol-5-yl)methoxy)methyl)imidazo[1,2-a]pyridine-3-carboxylate